benzoxazocin O1NC=CC=CC2=C1C=CC=C2